1,1-bis(3,4-dicarboxyphenyl)-1-phenyl-2,2,2-trifluoroethane C(=O)(O)C=1C=C(C=CC1C(=O)O)C(C(F)(F)F)(C1=CC=CC=C1)C1=CC(=C(C=C1)C(=O)O)C(=O)O